O=S1(CCC(CC1)OC=1C=C(C(=O)N[C@H](C)C=2C=NC(=CC2)C(F)(F)F)C=C(C1)C=1SC(=CN1)C)=O 3-[(1,1-Dioxotetrahydro-2H-thiopyran-4-yl)oxy]-5-(5-methyl-1,3-thiazol-2-yl)-N-{(1R)-1-[6-(trifluoromethyl)pyridin-3-yl]ethyl}benzamide